C(CCCCCCC\C=C/CCCCCCCC)(=O)C(C(C)C(CCCCCCC\C=C/CCCCCCCC)=O)NCCCOC 1,2-dioleoyl-propyl-3-methoxypropyl-amine